CC1=CC=C(C=C1)C12CNCC(CC1)N2C(=O)N (4-methylphenyl)-3,8-diazabicyclo[3.2.1]octane-8-carboxamide